6-(5-methyl-1H-indol-6-yl)pyridazin-3-amine CC=1C=C2C=CNC2=CC1C1=CC=C(N=N1)N